35-azido-3,6,9,12,15,18,21,24,27,30,33-undecaoxapentatriacontan-1-ol N(=[N+]=[N-])CCOCCOCCOCCOCCOCCOCCOCCOCCOCCOCCOCCO